tert-Butyl 4-[2-(2,6-dioxopiperidin-3-yl)-7-methoxy-1,3-dioxo-2,3-dihydro-1H-isoindol-5-yl]piperazine-1-carboxylate O=C1NC(CCC1N1C(C2=C(C=C(C=C2C1=O)N1CCN(CC1)C(=O)OC(C)(C)C)OC)=O)=O